Propane-2-sulfonic acid (2-{6-amino-8-[6-(1H-pyrazol-3-yl)-benzo[1,3]dioxol-5-ylsulfanyl]-purin-9-yl}-ethyl)-amide NC1=C2N=C(N(C2=NC=N1)CCNS(=O)(=O)C(C)C)SC1=CC2=C(OCO2)C=C1C1=NNC=C1